CC1=C(OC(C(=O)O)(C)C)C(=CC(=C1)CN1N=CN(C1=O)C1=CC=C(C=C1)OC(F)(F)F)C 2-(2,6-Dimethyl-4-((5-oxo-4-(4-(trifluoromethoxy)phenyl)-4,5-dihydro-1H-1,2,4-Triazol-1-yl)methyl)phenoxy)-2-methylpropionic acid